FC=1C=CC(=C(C(=O)N2[C@@H](COC[C@H]2C)C)C1)C=1C=C(N2C1C=NC=C2C)CC2CN(C2)CC2CCO2 (3R,5R)-4-{5-fluoro-2-[4-methyl-6-({1-[(oxetan-4-yl)methyl]azetidin-3-yl}methyl)pyrrolo[1,2-a]pyrazin-8-yl]benzoyl}-3,5-dimethylmorpholine